ClC1=NC=C(C(=N1)OC1=NC=2C=CC3=C(C2N=C1)C1=C(S3)C(NC3(CN1)CCN(CC3)C)=O)COCC 3'-((2-chloro-5-(ethoxymethyl)pyrimidin-4-yl)oxy)-1-methyl-11',12'-dihydrospiro[piperidine-4,10'-[1,4]diazepino[5',6':4,5]thieno[3,2-f]quinoxalin]-8'(9'H)-one